N6-methyladenosin CNC=1C=2N=CN([C@H]3[C@H](O)[C@H](O)[C@@H](CO)O3)C2N=CN1